FC=1C(=NC(=NC1N)C1=C(N=C2N1C=CC=C2)C)NC2=CC=C(C=C2)C(F)(F)F 5-fluoro-2-(2-methylimidazo[1,2-a]pyridin-3-yl)-N-[4-(trifluoromethyl)phenyl]pyrimidine-4,6-diamine